FC=1C=CC(=NC1)CC[NH-] N-(5-fluoropyridin-2-yl)ethyl-Amide